4-[4-[[4-(1,1-Dioxo-1,2-thiazolidin-2-yl)-1-naphthyl]oxy]-2-methyl-thiazol-5-yl]-N-[(3S,5S)-5-fluoro-3-piperidyl]pyrimidin-2-amine O=S1(N(CCC1)C1=CC=C(C2=CC=CC=C12)OC=1N=C(SC1C1=NC(=NC=C1)N[C@@H]1CNC[C@H](C1)F)C)=O